tert-butyl ((2S)-1-(((3R)-1-(3-carbamoyl-1-(5-(trifluoromethyl)pyrimidin-2-yl)piperidin-4-yl)-2-oxopyrrolidin-3-yl)oxy)propan-2-yl)carbamate C(N)(=O)C1CN(CCC1N1C([C@@H](CC1)OC[C@H](C)NC(OC(C)(C)C)=O)=O)C1=NC=C(C=N1)C(F)(F)F